FC1([C@@H](C1)C1=CC=C(C=C1)C=1C=CC=2N(N1)C(=NN2)C(F)(F)F)F 6-[4-[(1S)-2,2-difluorocyclopropyl]phenyl]-3-(trifluoromethyl)-[1,2,4]triazolo[4,3-b]pyridazine